4-amino-1-(tert-butyl)-1H-pyrazolo[3,4-d]Pyrimidine NC1=C2C(=NC=N1)N(N=C2)C(C)(C)C